4-amino-1-{2-[(4-{2-oxa-5-azabicyclo[2.2.1]heptan-5-yl}phenyl)amino]-5-(trifluoromethyl)pyrimidin-4-yl}piperidin-3-ol NC1C(CN(CC1)C1=NC(=NC=C1C(F)(F)F)NC1=CC=C(C=C1)N1C2COC(C1)C2)O